5,6-diethyl-2-[2-n-propoxy-5-(2-(4-methylpiperazin-1-yl)acetamido)phenyl]pyrimidin-4(3H)-one succinate C(CCC(=O)O)(=O)O.C(C)C=1C(NC(=NC1CC)C1=C(C=CC(=C1)NC(CN1CCN(CC1)C)=O)OCCC)=O